Cl.NC(C(=O)N1CCN(CC1)C(=O)NC1=NC(N(C=C1)C1=CC=C(C=C1)CC(C)N[C@@H]1CC[C@@H](CC1)N)=O)(C)C 4-(2-Amino-2-methylpropanoyl)-N-(1-(4-(2-((cis-4-aminocyclohexyl)amino)propyl)phenyl)-2-oxo-1,2-dihydropyrimidin-4-yl)piperazine-1-carboxamide hydrochloride salt